ClC=1C=CC(=C(C1)C(C)=O)OCC(=C)C 1-(5-chloro-2-((2-methylallyl)oxy)phenyl)ethan-1-one